NC1=NC=2C=CC=CC2C2=C1N=C(N2CCOCCNC(=N)N)CCCC 1-(2-(2-(4-amino-2-butyl-1H-imidazo[4,5-c]quinolin-1-yl)ethoxy)ethyl)guanidine